benzyloxy-N-((4-chloro-3,5-difluoropyridin-2-yl)methyl)-2,5-dimethyl-7,9-dioxo-2,5,7,9-tetrahydro-1,6-methanopyrido[1,2-b][1,2,5]triazonine-10-carboxamide C(C1=CC=CC=C1)OC1(C=CC(N2C(C=3N(N1C2)C=C(C(C3)=O)C(=O)NCC3=NC=C(C(=C3F)Cl)F)=O)C)C